CN(C)\C=C/1\CN(CCC1=O)C (Z)-3-((dimethylamino)methylene)-1-methylpiperidin-4-one